C(C)(C)(C)OC(=O)N1CC2=CC(=CC=C2CC1)CO 7-(hydroxymethyl)-3,4-dihydroisoquinoline-2(1H)-carboxylic acid tert-butyl ester